CC1(OC=2C(=NC(=CC2)C=2C(=CC(=NC2)NC(C)=O)NC2=NC(=CC(=C2)N2C[C@H](CC2)OCCO)S(=O)(=O)C)OC1)C (S)-N-(5-(2,2-dimethyl-2,3-dihydro-[1,4]dioxino[2,3-b]pyridin-6-yl)-4-((4-(3-(2-hydroxyethoxy)pyrrolidin-1-yl)-6-(methylsulfonyl)pyridin-2-yl)amino)pyridin-2-yl)acetamide